N[C@@H](C(=O)N1CCC(CC1)[C@@H](C1=C(C=C(C(=C1)Cl)Cl)O)N)C (R)-2-amino-1-(4-((S)-amino(4,5-dichloro-2-hydroxyphenyl)methyl)piperidin-1-yl)propan-1-one